2-(1-Methyl-1H-imidazol-2-yl)thieno[2,3-d]pyrimidin-4-ol CN1C(=NC=C1)C=1N=C(C2=C(N1)SC=C2)O